C(C1=CC=CC=C1)OCC1=NN(C(N1CC)=O)C=1N(C(C2=CC=CC=C2C1N(C)C)=O)C1=C(C=CC=C1)C (3-((benzyloxy)methyl)-4-ethyl-5-oxo-4,5-dihydro-1H-1,2,4-triazol-1-yl)-4-(dimethylamino)-2-(o-tolyl)isoquinolin-1(2H)-one